ClC1=C(C=C(C=N1)CN1C(C=CC=C1)=NC(C(F)(F)F)=O)F N-[1-[(6-chloro-5-fluoro-3-pyridyl)methyl]-2-pyridylidene]-2,2,2-trifluoroacetamide